CC1=CC=CC(=N1)C1=NN(C=C1C1=CC=NC2=CC=CC=C12)C(NC1=CC=CC=C1)=S 3-(6-methylpyridine-2-yl)-4-(4-quinolyl)-1-phenylthiocarbamoyl-1H-pyrazole